methyl (1r,4r)-4-(3-chloroanilino)-2'-{3-[(quinolin-4-yl)oxy]propyl}-2',3'-dihydrospiro[cyclohexane-1,1'-indene]-4-carboxylate ClC=1C=C(NC2(CCC3(C(CC4=CC=CC=C34)CCCOC3=CC=NC4=CC=CC=C34)CC2)C(=O)OC)C=CC1